1-benzyl-6-nitro-3,4-dihydroquinolin-2-one C(C1=CC=CC=C1)N1C(CCC2=CC(=CC=C12)[N+](=O)[O-])=O